FC1[C@H](N(CC1=O)C(=O)OC(C)(C)C)C(=O)OCC1=CC=CC=C1 2-benzyl 1-(tert-butyl) (2R)-3-fluoro-4-oxopyrrolidine-1,2-dicarboxylate